FC1=C(C=C(CC2=NNC(C3=CC=CC=C23)=O)C=C1)C(=O)N1CCN(CC1)C(CCCCCO[C@H]1CC[C@H]2[C@@H]3CC[C@H]4CC(CC[C@@]4([C@H]3CC[C@]12C)C)O)=O 4-(4-fluoro-3-(4-(6-((5S,8R,9S,10S,13S,14S,17S)-3-hydroxy-10,13-dimethylhexadecahydro-1H-cyclopenta[a]phenanthren-17-yloxy)hexanoyl)piperazine-1-carbonyl)benzyl)phthalazin-1(2H)-one